C(C)(C)(C)OC(=O)N1C[C@H](CC1)[C@@H](C(=O)OC(C)(C)C)CC1=CC(=CC=C1)NC(CCl)=O (3R)-3-[(1S)-2-tert-butoxy-1-[[3-[(2-chloroacetyl)amino]phenyl]methyl]-2-oxoethyl]pyrrolidine-1-carboxylic acid tert-butyl ester